5-(4-hydroxy-2-((4-methoxybenzyl)oxy)butoxy)-1H-pyrazole-3-carboxylic acid ethyl ester C(C)OC(=O)C1=NNC(=C1)OCC(CCO)OCC1=CC=C(C=C1)OC